2,5-diazafluorenone C1(N=CC=C2C3=NC=CC=C3C=C12)=O